BrC1=C(C=O)C=CC=C1CBr 2-bromo-3-(bromomethyl)benzaldehyde